C(C)N(C1=C(C(=NC(=C1F)F)NCC(=O)N[C@@H]1C(NC2=C(C(=N1)C1=CC=CC=C1)C=CC=C2)=O)F)CC 2-{[4-(diethylamino)-3,5,6-trifluoropyridin-2-yl]amino}-N-[(3S)-2-oxo-5-phenyl-2,3-dihydro-1H-1,4-benzodiazepin-3-yl]acetamide